FC1=CC(=C(C=C1)CO)OC (4-Fluoro-2-methoxyphenyl)methanol